ClC1=C(C(=NC2=CC=C(C=C12)Cl)C)S(=O)(=O)N1CCSCC1 4-[(4,6-dichloro-2-methyl-3-quinolinyl)sulfonyl]thiomorpholine